(S)-2-(((S)-2-(4-cyanophenyl)propyl)amino)-N-(2-carbonyl-2,3-dihydro-1H-benzo[d]imidazol-5-yl)-2-phenylacetamide C(#N)C1=CC=C(C=C1)[C@@H](CN[C@H](C(=O)NC1=CC2=C(NC(N2)=C=O)C=C1)C1=CC=CC=C1)C